2-[4-(9-benzyloxy-1,1,3-trimethyl-3-tetrahydropyran-2-yloxy-nonyl)sulfonylphenyl]-4,4,5,5-tetramethyl-1,3,2-dioxaborolane C(C1=CC=CC=C1)OCCCCCCC(CC(C)(C)S(=O)(=O)C1=CC=C(C=C1)B1OC(C(O1)(C)C)(C)C)(OC1OCCCC1)C